6-Chloro-1-(pyridin-2-yl)-2-(spiro[cyclobutane-1,1'-inden]-2'-yl)-1H-indole ClC1=CC=C2C=C(N(C2=C1)C1=NC=CC=C1)C=1C2(C3=CC=CC=C3C1)CCC2